ethyl (S)-3-(3-(4-hydroxy-1-methyl-2-oxo-1,2-dihydropyridin-3-yl)ureido)-3-(4-methoxy-2',6'-dimethylbiphenyl-3-yl)propanoate OC1=C(C(N(C=C1)C)=O)NC(N[C@@H](CC(=O)OCC)C=1C=C(C=CC1OC)C1=C(C=CC=C1C)C)=O